6-chloro-1-ethylpyrazolo[3,4-b]pyrazine ClC1=CN=C2C(=N1)N(N=C2)CC